2-(3,4-dihydro-2H-pyrrolo[3',2':5,6]pyrido[2,3-b][1,4]thiazepin-1(7H)-yl)-N-((3-nitro-4-(((tetrahydro-2H-pyran-4-yl)methyl)amino)phenyl)sulfonyl)benzamide N1(C2=C(SCCC1)N=C1C(=C2)C=CN1)C1=C(C(=O)NS(=O)(=O)C2=CC(=C(C=C2)NCC2CCOCC2)[N+](=O)[O-])C=CC=C1